BrCCCSC1=C2C(N(C(=NC2=CC=C1)C)C1C(NC(CC1)=O)=O)=O 3-(5-((3-bromopropyl)thio)-2-methyl-4-oxoquinazolin-3(4H)-yl)piperidine-2,6-dione